C1(=CC=C(C=C1)S(=O)(=O)OCC#CC1CCN(CC1)C(=O)OC(C)(C)C)C tert-butyl 4-[3-(p-tolylsulfonyloxy)prop-1-ynyl]piperidine-1-carboxylate